Cl.N[C@H](C(=O)O)CC1CC=C(CC1)C1=NC(=NC(=C1)O[C@@H](C(F)(F)F)C1=C(C=C(C=C1)Cl)C1=COC2=C1C=CC=C2)N (2S)-2-amino-3-(4-(2-amino-6-((R)-1-(2-(benzofuran-3-yl)-4-chlorophenyl)-2,2,2-trifluoroethoxy)pyrimidin-4-yl)cyclohex-3-en-1-yl)propanoic acid hydrochloride